4-[[(2R,3R,4R,5R)-3-(5-Deuterio-3,4-difluoro-2-methoxyphenyl)-4,5-dimethyl-5-(trifluoromethyl)tetrahydrofuran-2-carbonyl]amino]pyridin-2-carboxamid [2H]C=1C(=C(C(=C(C1)[C@@H]1[C@@H](O[C@]([C@@H]1C)(C(F)(F)F)C)C(=O)NC1=CC(=NC=C1)C(=O)N)OC)F)F